tert-Butyl 3-(vinyloxy)azetidine-1-carboxylate C(=C)OC1CN(C1)C(=O)OC(C)(C)C